4-(cyclohexylmethyl)-2-methyl-5-(2-(trifluoromethyl)benzyl)-2,4-dihydro-3H-1,2,4-triazol-3-one C1(CCCCC1)CN1C(N(N=C1CC1=C(C=CC=C1)C(F)(F)F)C)=O